aminopyrimidic acid, methyl ester NC1=NC(=NC=C1)C(=O)OC